4-(3-cyclohexyl-1,1-difluoroprop-1-en-2-yl)-N-methylbenzamide C1(CCCCC1)CC(=C(F)F)C1=CC=C(C(=O)NC)C=C1